FC1(CNC1)C1=CC(=NC=C1)N1N=CC(=C1)S(=O)(=O)NC=1C=CC=C2C=NN(C12)C 1-[4-(3-fluoroazetidin-3-yl)pyridin-2-yl]-N-(1-methylindazol-7-yl)pyrazole-4-sulfonamide